ClC1=NC(=CC(=C1)C1=C(C=C(C=C1)F)C1=NN=CN1C)C1CC1 2-chloro-6-cyclopropyl-4-[4-fluoro-2-(4-methyl-1,2,4-triazol-3-yl)phenyl]pyridine